NC1=NNC(C2=C1N(N=C2[C@H]2CN(CCC2)C(C#CC)=O)C2=CC=C(C=C2)OC2=CC=CC=C2)=O (R)-7-amino-3-(1-(but-2-ynoyl)piperidin-3-yl)-1-(4-phenoxyphenyl)-1,5-dihydro-4H-pyrazolo[3,4-d]pyridazin-4-one